FC\1(CNCC/C1=C\C=1N=NC(=CN1)C1=C(C=C(C=C1)N1C=NC=C1)O)F (E)-2-(3-((3,3-difluoropiperidin-4-ylidene)methyl)-1,2,4-triazin-6-yl)-5-(1H-imidazol-1-yl)phenol